tetrafluoroethylene-chlorotrifluoroethylene-fluorovinyl ether FC1(C(F)(F)OC(=C(F)C(C1(F)F)F)Cl)F